C(C1=CC=CC=C1)OC1=C(C=CC=C1F)C1=CC(=CC=C1F)C[C@]1(C[C@H](CC1)NS(=O)(=O)C)C1=NC=CC(=N1)C(=O)OCC ethyl 2-((1R,3S)-1-((2'-(benzyloxy)-3',6-difluoro-[1,1'-biphenyl]-3-yl)methyl)-3-(methylsulfonamido)cyclopentyl)pyrimidine-4-carboxylate